C(C1CO1)OCCC[Si](OC)(OC)OC 3-glycidoxypropyltrimethoxylsilane